11-fluoro-3,14-dimethyl-6,7,13,14-tetrahydro-1,15-ethenopyrazolo[4,3-f][1,4,8,10]benzoxatriazacyclotridecin-4(5H)-one FC=1C=CC2=C(CN(C3=NC4=C(C(NCCO2)=O)C(=NN4C=C3)C)C)C1